C(CCCCCC(C)C)(=O)O.C1(CCCCCCCCC1)CO.C1(CCCCCCCCC1)CO.C1(CCCCCCCCC1)CO tricyclodecanemethanol isononanoate